5-chloro-1-((dimethylamino)(dimethyliminio)methyl)-1H-benzo[d][1,2,3]triazole-3-oxide tetrafluoroborate F[B-](F)(F)F.ClC1=CC2=C(N(N=[N+]2[O-])C(=[N+](C)C)N(C)C)C=C1